CN(C1CC(C1)C(CC)S(=O)(=O)N)C=1C2=C(N=CN1)NC=C2 ((1S,3S)-3-(methyl(7H-pyrrolo[2,3-d]pyrimidin-4-yl)amino)cyclobutyl)propane-1-sulfonamide